3,3'-[(2-hydroxyphenyl)methylene]bis(5-methyl-catechol) OC1=C(C=CC=C1)C(C1=C(C(O)=CC(=C1)C)O)C1=C(C(O)=CC(=C1)C)O